ClC1=NC=C(C=C1NS(=O)(=O)C)C=1C=C2C(=C(C=NC2=CC1)C#N)NC(C)C1=C(C=CC=C1)F N-(2-chloro-5-(3-cyano-4-((1-(2-fluorophenyl)ethyl)amino)quinolin-6-yl)pyridin-3-yl)methanesulfonamide